CC1=C(N)C=CC(=C1C)[N+](=O)[O-] 2,3-dimethyl-4-nitroaniline